tert-butyl (2S)-3-(4-hydroxyphenyl)-2-[[2-[1-[(4-methylphenyl)methyl]-5-oxopyrrolidin-2-yl]acetyl]amino]propionate OC1=CC=C(C=C1)C[C@@H](C(=O)OC(C)(C)C)NC(CC1N(C(CC1)=O)CC1=CC=C(C=C1)C)=O